(5-fluoro-2-(isopropyloxy)phenyl)methylamine FC=1C=CC(=C(C1)CN)OC(C)C